BrC1=NN(C(=C1)C1=NC2=C(C(O1)=O)C=CC=C2C)C2=NC=CC=C2Cl 2-[3-bromo-1-(3-chloro-2-pyridinyl)-1H-pyrazol-5-yl]-8-methyl-4H-3,1-benzoxazin-4-one